O[C@@H]1CCCC[C@@H]1O (1S,3R,4S)-3,4-Dihydroxycyclohexane